tert-butyl 1-(4-cyano-2-ethoxyphenyl)-1,5,6,7-tetrahydro-4H-pyrazolo[4,3-b]pyridine-4-carboxylate C(#N)C1=CC(=C(C=C1)N1N=CC=2N(CCCC21)C(=O)OC(C)(C)C)OCC